CC1=CC=C2CCC(NC2=C1)=O 7-methyl-3,4-dihydro-1H-quinolin-2-one